1-Butyl-3-methyl-3,7-dihydro-purine-2,6-dione C(CCC)N1C(N(C=2N=CNC2C1=O)C)=O